[F-].C(CCCCCCCCCC)[NH+]1CCC(CC1)CC 1-Undecyl-4-ethylpiperidinium fluorid